(S)-ethyl 2-((3-(4-((4-(1-acetoxyhexan-3-ylamino)-2-amino-6-methylpyrimidin-5-yl)methyl)-3-methoxyphenoxy)propyl)(ethyl)amino)acetate C(C)(=O)OCC[C@H](CCC)NC1=NC(=NC(=C1CC1=C(C=C(OCCCN(CC(=O)OCC)CC)C=C1)OC)C)N